OC1=C2C(C=3C=CC=CC3C(C2=C(C=C1)O)=O)=O 5,8-dihydroxy-anthracene-9,10-dione